trans-N-(5-(6-(cyclopropylmethoxy)pyridin-3-yl)-2-(3-(dimethylamino)-4-fluoropyrrolidin-1-yl)-4-fluorophenyl)-1-methyl-6-oxo-4-(trifluoromethyl)-1,6-dihydropyridine-3-carboxamide C1(CC1)COC1=CC=C(C=N1)C=1C(=CC(=C(C1)NC(=O)C1=CN(C(C=C1C(F)(F)F)=O)C)N1C[C@H]([C@@H](C1)F)N(C)C)F